3-(1-(3-bromophenyl)-3,3-dimethoxycyclobutyl)-4-methyl-4H-1,2,4-triazole BrC=1C=C(C=CC1)C1(CC(C1)(OC)OC)C1=NN=CN1C